ClC=1C=CC(=C(C1)N1CON(CO1)C(C(=O)NC1=CC2=CN(N=C2C=C1)C)CC1=CC=C(C=C1)F)N1N=NN=C1 2-(4-(5-chloro-2-(1H-tetrazol-1-yl)phenyl)-2,5-dioxapiperazin-1-yl)-3-(4-fluorophenyl)-N-(2-methyl-2H-indazol-5-yl)propanamide